C(C)OC(C(C(C(=O)OCC)CC(C)(C)C)CC(C)(C)C)=O 2,3-dineopentylsuccinic acid diethyl ester